C(C)NC(=O)C1=CC2=C(C(N(C=C2C2=C(C=CC(=C2)C(C)(C)O)OC2=C(C=C(C=C2C)F)C)C)=O)N1 N-ethyl-4-[2-(4-fluoro-2,6-dimethylphenoxy)-5-(1-hydroxy-1-methylethyl)phenyl]-6,7-dihydro-6-methyl-7-oxo-1H-Pyrrolo[2,3-c]pyridine-2-carboxamide